ClC1=C(C=CC=C1C(F)(F)F)C(=O)N1C(C=2N(CC1C)C(=NN2)C(F)(F)F)C2=CC=CC=C2 (±)-(2-chloro-3-(trifluoromethyl)phenyl)(6-methyl-8-phenyl-3-(trifluoromethyl)-5,6-dihydro-[1,2,4]triazolo[4,3-a]pyrazin-7(8H)-yl)methanone